tert-butyl 7-(5-(4-fluoro-2-(2-isopropyl-1H-imidazol-1-yl) phenoxy) pyrimidin-4-yl)-2,7-diazaspiro[4.4]nonane-2-carboxylate FC1=CC(=C(OC=2C(=NC=NC2)N2CC3(CCN(C3)C(=O)OC(C)(C)C)CC2)C=C1)N1C(=NC=C1)C(C)C